P(OCCCCCCCCCC)([O-])[O-] monodecanyl phosphite